2-ethyl-3-methylmaleate C(C)/C(/C(=O)[O-])=C(/C(=O)[O-])\C